8-(7-bromo-2,3-dihydrobenzo[b][1,4]dioxin-6-yl)-3-morpholino-4H-chromen-4-one BrC=1C(=CC2=C(OCCO2)C1)C=1C=CC=C2C(C(=COC12)N1CCOCC1)=O